OC[C@H]1OC[C@@H]([C@H]([C@H]1O)O)N=C=S (2R,3R,4R,5S)-2-(hydroxymethyl)-5-isothiocyanatotetrahydro-2H-pyran-3,4-diol